ClC1=CC=C(CNC(NC2CC3(CC(C3)NS(=O)(=O)CC3=C(C=CC=C3)Cl)C2)=O)C=C1 N-(6-(3-(4-chlorobenzyl)ureido)spiro[3.3]heptan-2-yl)-1-(2-chlorophenyl)methanesulfonamide